C(C)(C)(C)N(C(O)=O)[C@@H]1C[C@H](C1)N1N=CC(=C1C(NC1=NC=C(C=C1F)C#CC1=CC=CC=C1)=O)Cl.C(C)C1=NC(=NC(=N1)N)N ethyl-diaminosym-triazine tert-butyl-(trans-3-(4-chloro-5-((3-fluoro-5-(phenylethynyl)pyridin-2-yl)carbamoyl)-1H-pyrazol-1-yl)cyclobutyl)carbamate